N1(CCC1)C1=NC=CC(=C1CO)C [2-(Azetidin-1-yl)-4-methylpyridin-3-yl]methanol